CC1=C(C(=CC(=C1)C)C)C1(C(=NP(C(C)C)C(C)C)N)CC=CC=C1 1-(2,4,6-trimethylphenyl)-N2-(diisopropylphosphino)benzamidine